C1(=CC(=CC=C1)C1=C(C(=O)N)C=CC(=C1)N)C1=C(C(=O)N)C=CC(=C1)N m-phenylenebis(p-aminobenzamide)